C(C)(C)(C)OC(=O)NC(C[B-](F)(F)F)COC(F)F (2-((tert-butoxy carbonyl)amino)-3-(difluoromethoxy)propyl)trifluoroborate